[2,4-Difluoro-5-(7-morpholin-4-yl-quinazolin-4-yl)-phenyl]-(1-methyl-1H-pyrazolo[3,4-d]-pyrimidin-4-yl)-methanol FC1=C(C=C(C(=C1)F)C1=NC=NC2=CC(=CC=C12)N1CCOCC1)C(O)C1=C2C(=NC=N1)N(N=C2)C